ethyl 25-(4-(((benzyloxy) carbonyl)amino)butyl)-23-oxo-2,5,8,11,14,17,20-heptaoxa-24-Azahexacosan-26-oate C(C1=CC=CC=C1)OC(=O)NCCCCC(NC(CCOCCOCCOCCOCCOCCOCCOC)=O)C(=O)OCC